2-(4-cyclopropyl-6-methoxypyrimidin-5-yl)-8-({4-[6-(trifluoromethyl)pyrazin-2-yl]phenyl}methyl)pyrido[2,3-d]pyrimidin-7-one C1(CC1)C1=NC=NC(=C1C=1N=CC2=C(N1)N(C(C=C2)=O)CC2=CC=C(C=C2)C2=NC(=CN=C2)C(F)(F)F)OC